FC(C(=O)O)(F)F.COC([C@@H](NC([C@@](NC(CCCC1=CC=CC=C1)=O)(CC(C)C)N)=O)CC1=CC=CC=C1)=O (αS)-α-aminophenylbutyryl-L-leucyl-L-phenylalanine methyl ester trifluoroacetate salt